N-((3-nitro-4-(((tetrahydro-2H-pyran-4-yl)methyl)amino)phenyl)sulfonyl)benzamide [N+](=O)([O-])C=1C=C(C=CC1NCC1CCOCC1)S(=O)(=O)NC(C1=CC=CC=C1)=O